N-n-dodecyl-fumaric acid amide C(CCCCCCCCCCC)NC(\C=C\C(=O)O)=O